O1CCN(CC1)C1=CC(=NC=2N1N=C(C2)C2=CC=NC=C2)N2N=CC(=C(C2=O)C2=CC=CC=C2)C2=CC=CC=C2 2-(7-morpholino-2-(pyridin-4-yl)pyrazolo[1,5-a]pyrimidin-5-yl)-4,5-diphenylpyridazin-3(2H)-one